C(C1=CC=CC=C1)OC1=CC=C(C=C1)C1=CC2=C(N=CN=C2N2CCNCC2)N1 6-(4-(benzyloxy)phenyl)-4-(piperazin-1-yl)-7H-pyrrolo[2,3-d]pyrimidine